1-fluoro-3-isocyanato-5-methylbenzene FC1=CC(=CC(=C1)C)N=C=O